FC=1C(=NC(=NC1)NC1CCN(CC1)C(=O)O[C@@H]1CC[C@H](CC1)C=O)C1=CC(=CC=C1)N1C(C=CC=C1)=O trans-4-formylcyclohexyl 4-((5-fluoro-4-(3-(2-oxopyridin-1(2H)-yl)phenyl)pyrimidin-2-yl)amino)piperidine-1-carboxylate